C(CCCCCC(C)(C)C)(=O)OOCCCC(O)O dihydroxybutyl peroxyneodecanoate